nonyl 8-((8,8-bis(((Z)-oct-3-en-1-yl)oxy)octyl)(2-hydroxyethyl)amino)octanoate C(C\C=C/CCCC)OC(CCCCCCCN(CCCCCCCC(=O)OCCCCCCCCC)CCO)OCC\C=C/CCCC